3-isopropoxy-N,N-dimethyl-propionamide C(C)(C)OCCC(=O)N(C)C